1-(5-(4-AMINO-7-CYCLOPROPYL-7H-PYRROLO[2,3-D]PYRIMIDIN-5-YL)PYRIMIDIN-2-YL)-3-(3-(1-(TRIFLUOROMETHYL)CYCLOPROPYL)ISOXAZOL-5-YL)UREA NC=1C2=C(N=CN1)N(C=C2C=2C=NC(=NC2)NC(=O)NC2=CC(=NO2)C2(CC2)C(F)(F)F)C2CC2